N-[(1S)-1-[[(1S)-1-(4-fluoro-1H-benzimidazol-2-yl)ethyl]carbamoyl]-3-[(2S)-2-methyl-1-piperidyl]-3-oxo-propyl]-4-methyl-pentanamide FC1=CC=CC=2NC(=NC21)[C@H](C)NC(=O)[C@H](CC(=O)N2[C@H](CCCC2)C)NC(CCC(C)C)=O